1-dimethylaminomethyl-1'-ethylferrocene CN(C)C[C-]1C=CC=C1.C(C)[C-]1C=CC=C1.[Fe+2]